C(C)N(C(=O)OC(C1=C(C=C(C=C1Cl)C)Cl)C1=CC=C(C=C1)Cl)C=1N=C2C(=NC1)N(C=C2)S(=O)(=O)C2=CC=C(C)C=C2 (4-chlorophenyl)(2,6-dichloro-4-methylphenyl)methanol ethyl-(5-tosyl-5H-pyrrolo[2,3-b]pyrazin-2-yl)carbamate